NC1CCC(CC1)OC1=C2C=C(C=NC2=CC(=N1)N1CCOCC1)NS(=O)(=O)C N-[5-(4-Aminocyclohexoxy)-7-morpholino-1,6-naphthyridin-3-yl]methanesulfonamide